NC1=NC=NN2C1=C(C(=N2)C2=CC=C(C=C2)NC(C(=C)F)=O)C2=CC(=C(C(=O)NCC1(CC1)F)C=C2)OC 4-(4-amino-6-(4-(2-fluoroacrylamido)phenyl)pyrazolo[5,1-f][1,2,4]triazin-5-yl)-N-((1-fluorocyclopropyl)methyl)-2-methoxybenzamide